FC1=C(C(=CC2=C1C[C@@H](CS2)NCC=C(C)C)O)N2CC(N[SH2]2=O)=O 5-{(3S)-5-fluoro-7-hydroxy-3-[(3-methylbut-2-en-1-yl)amino]-3,4-dihydro-2H-1-benzothiopyran-6-yl}-1λ6,2,5-thiadiazolidine-1,3-dione